t-butyl-silicon C(C)(C)(C)[Si]